CCC(CCCC)=NO 3-heptanone oxime